4-((4-chloro-5-(dimethylamino)thiophen-2-yl)methylene)-3-(trifluoromethyl)isoxazol-5(4H)-one ClC=1C=C(SC1N(C)C)C=C1C(=NOC1=O)C(F)(F)F